6-{6-bromopyrido[2,3-d]pyrimidin-2-yl}-8-fluoro-2-methylimidazo[1,2-a]pyridine BrC1=CC2=C(N=C(N=C2)C=2C=C(C=3N(C2)C=C(N3)C)F)N=C1